N(C(=N)N)CC1=CC=C(C=C1)NC(=O)C=1C=NC(=NC1)C=1CCN(CC1)C(N)=N 2-(1-carbamimidoyl-1,2,3,6-tetrahydro-pyridin-4-yl)-pyrimidine-5-carboxylic acid (4-guanidinomethyl-phenyl)-amide